tert-butyl {4-[(5-aminopyridin-2-yl)oxy]-3-methylphenyl}methylcarbamate NC=1C=CC(=NC1)OC1=C(C=C(C=C1)CNC(OC(C)(C)C)=O)C